N-(9-oxo-9H-fluoren-2-yl)pivaloamide O=C1C2=CC=CC=C2C=2C=CC(=CC12)NC(C(C)(C)C)=O